(1R,2S,5S)-N-[(1S)-1-cyano-2-[(3S)-2-oxopyrrolidin-3-yl]ethyl]-3-[(2S)-2-(ethylamino)propanoyl]-6,6-dimethyl-3-azabicyclo[3.1.0]hexane-2-carboxamide C(#N)[C@H](C[C@H]1C(NCC1)=O)NC(=O)[C@@H]1[C@H]2C([C@H]2CN1C([C@H](C)NCC)=O)(C)C